1-methyl-4-(4-(4,4,5,5-tetramethyl-1,3,2-dioxaborolan-2-yl)-phenyl)piperidine CN1CCC(CC1)C1=CC=C(C=C1)B1OC(C(O1)(C)C)(C)C